(R)-N-(cyclopropylmethyl)-1-(6-(3-(4-(5-cyclopropylpyridin-3-yl)-1H-1,2,3-triazol-1-yl)-1-methylazetidin-3-yl)pyridin-3-yl)piperidin-3-amine C1(CC1)CN[C@H]1CN(CCC1)C=1C=NC(=CC1)C1(CN(C1)C)N1N=NC(=C1)C=1C=NC=C(C1)C1CC1